5-[(1R)-1-amino-8-azaspiro[4.5]dec-8-yl]-2-(2,3-dichlorophenyl)-3-pyridinol N[C@@H]1CCCC12CCN(CC2)C=2C=C(C(=NC2)C2=C(C(=CC=C2)Cl)Cl)O